3-(7-bromo-2-oxo-1,3-benzoxazol-3(2H)-yl)piperidine-2,6-dione BrC1=CC=CC=2N(C(OC21)=O)C2C(NC(CC2)=O)=O